C(C1=CC=CC=C1)NC1=NC(=NN2C1=CC=C2C2CCNCC2)N2C(=CC=1C(=CC=CC21)C(=O)N)C 1-(4-(benzylamino)-7-(piperidin-4-yl)pyrrolo[2,1-f][1,2,4]triazin-2-yl)-2-methyl-1H-indole-4-carboxamide